CC=1C=C(C=NC1C)C1=NC(N(C2=CC=CC=C12)CC(=C)C)(C)C 4-(5,6-dimethylpyridin-3-yl)-2,2-dimethyl-1-(2-methylallyl)-1,2-dihydroquinazoline